6-(2-((6,6-dimethyl-2,4-dioxo-3-azabicyclo[3.1.0]hexan-3-yl)methyl)thieno[3,2-b]pyridin-7-yl)-5-((S)-3-(dimethylamino)pyrrolidine-1-carbonyl)-4-methylpicolinonitrile CC1(C2C(N(C(C12)=O)CC1=CC2=NC=CC(=C2S1)C1=C(C(=CC(=N1)C#N)C)C(=O)N1C[C@H](CC1)N(C)C)=O)C